tert-Butyl 3-[2-(p-tolylsulfonyloxy)ethoxy]propanoate C1(=CC=C(C=C1)S(=O)(=O)OCCOCCC(=O)OC(C)(C)C)C